NC1C2CC3(CC(CC1C3)C2)S 4-aminoadamantanethiol